C1(CCCCC1)C=1C=C(C(=O)N2CC(CCC2)C=2C=C(OC(C(=O)N3CCNCC3)(C)C)C=CC2)C=CC1 4-(2-(3-(1-(3-cyclohexylbenzoyl)piperidin-3-yl)phenoxy)-2-methylpropanoyl)piperazine